(3-bromo-2-hydroxy-5-methylphenyl)-3-(4-chloropiperidin-1-yl)propane-1,3-dione BrC=1C(=C(C=C(C1)C)C(CC(=O)N1CCC(CC1)Cl)=O)O